ethyl 2-amino-4-(2-((tert-butoxycarbonyl)amino)ethoxy)-2-ethylbutanoate NC(C(=O)OCC)(CCOCCNC(=O)OC(C)(C)C)CC